Cl.C(C1=CC=CC=C1)OC1=CC=2N(C=C1)N=CC2[C@@H]2CC[C@H](CC2)[C@H](C)N (S)-1-(trans-4-(5-(benzyloxy)pyrazolo[1,5-a]pyridin-3-yl)cyclohexyl)ethane-1-amine hydrochloride